N-(4-(4-amino-7-(1-isobutyrylpiperidin-4-yl)pyrrolo[2,1-f][1,2,4]triazin-5-yl)phenyl)-5-(cyanomethyl)-5'-fluoro-6-methyl-2-oxo-2H-[1,3'-bipyridine]-3-carboxamide NC1=NC=NN2C1=C(C=C2C2CCN(CC2)C(C(C)C)=O)C2=CC=C(C=C2)NC(=O)C=2C(N(C(=C(C2)CC#N)C)C=2C=NC=C(C2)F)=O